NC(C(C)(C)C=1C=C(C=CC1)C=1OC2=C(C=C(C=C2C(C1C)=O)C)[C@@H](C)NC1=C(C(=O)O)C=CC=C1)=O 2-[[(1R)-1-[2-[3-(2-Amino-1,1-dimethyl-2-oxo-ethyl)phenyl]-3,6-dimethyl-4-oxo-chromen-8-yl]ethyl]amino]benzoic acid